N-(1-methanesulfonylpiperidin-4-yl)-5-{2-[(1-methanesulfonylpiperidin-4-yl)carbamoyl]-1,3-dioxo-2,3-dihydro-1H-indene-5-carbonyl}-1,3-dioxo-2,3-dihydro-1H-indene-2-carboxamide CS(=O)(=O)N1CCC(CC1)NC(=O)C1C(C2=CC=C(C=C2C1=O)C(=O)C=1C=C2C(C(C(C2=CC1)=O)C(NC1CCN(CC1)S(=O)(=O)C)=O)=O)=O